DIMETHYLSTYRENE CC(=CC1=CC=CC=C1)C